cobalt (II) tetramethyl-ethylenediamine CN(CCN(C)C)C.[Co+2]